BrC=1C=C(C=CC1)C1=NN=C(O1)NC(C1=CC(=CC=C1)I)=O N-(5-(3-bromophenyl)-1,3,4-oxadiazol-2-yl)-3-iodobenzamide